(pyrimidin-2-ylmethyl)pyrazolo[4,3-b]pyridin N1=C(N=CC=C1)CC1=NNC=2C1=NC=CC2